tert-butyl (1R,3s,5S)-3-((6-(2-(methoxymethoxy)-4-(1-(tetrahydro-2H-pyran-2-yl)-1H-pyrazol-4-yl)phenyl)pyridazin-3-yl)(methyl)amino)-9-azabicyclo[3.3.1]nonane-9-carboxylate COCOC1=C(C=CC(=C1)C=1C=NN(C1)C1OCCCC1)C1=CC=C(N=N1)N(C1C[C@H]2CCC[C@@H](C1)N2C(=O)OC(C)(C)C)C